FC1=NC=CC(=C1)CN1C(=NC2=NC=C(C=C21)C=2C=CN1N=CC=C(C12)OC)COC 1-((2-fluoropyridin-4-yl)methyl)-2-(methoxymethyl)-6-(4-methoxypyrrolo[1,2-b]pyridazin-5-yl)-1H-imidazo[4,5-b]pyridine